t-butyl-glycine C(C)(C)(C)NCC(=O)O